O(P([O-])(=O)OP(=O)([O-])[O-])C\C=C(\CO)/C (E)-4-hydroxy-3-methyl-but-2-enyl pyrophosphate